2-(3-cyanophenyl)-5-trifluoromethyl-2H-pyrazole-3-carboxylic acid C(#N)C=1C=C(C=CC1)N1N=C(C=C1C(=O)O)C(F)(F)F